CC1=C(C(=O)NC2=C(C3=C(S2)CCCC3)C(=O)O)C=CC(=C1)C1=NOC(C1)(C(F)(F)F)C1=CC(=C(C(=C1)Cl)Cl)Cl 2-(2-methyl-4-(5-(3,4,5-trichlorophenyl)-5-(trifluoromethyl)-4,5-dihydroisoxazol-3-yl)benzoylamino)-4,5,6,7-tetrahydrobenzo[b]thiophene-3-carboxylic acid